C(C)(C)N(CCC1=CNC=2C=CC3=C(C12)CCCO3)C 1-(2-(isopropylmethylamino)ethyl)-8,9-dihydropyrano[3,2-e]indole